ethyl 2-(4-formylphenyl)-2-oxoacetate C(=O)C1=CC=C(C=C1)C(C(=O)OCC)=O